O1C=NC=C1C1=CC=C(C=C1)B(O)O 4-(OXAZOL-5-YL)PHENYLBORONIC ACID